COC1=CC(=C2C=CC=NC2=C1)N[C@@H]1CN(CC1)C1=CC=CC=C1CC(C(=O)[O-])C1=CC=CC=C1 (3S)-3-[(7-methoxy-5-quinolinyl) amino]Pyrrolidinebenzyl-2-phenylacetate